(2,6-di-tert-butyl-4-methylphenoxy)diethylaluminum C(C)(C)(C)C1=C(O[Al](CC)CC)C(=CC(=C1)C)C(C)(C)C